C(C)N1CCN(CC1)CC1=C(C=C(C=C1)NC(=O)NC1=CC=C(C=C1)OC1=NC=NC(=C1)NC)C(F)(F)F 1-(4-((4-Ethylpiperazin-1-yl)methyl)-3-(trifluoromethyl)phenyl)-3-(4-((6-(methylamino)pyrimidin-4-yl)oxy)phenyl)urea